Methyl 4-(tert-butoxycarbonylamino)-1-[3-pyrimidin-5-yl-1-(2-trimethylsilylethoxymethyl)pyrrolo[2,3-b]pyridin-4-yl]piperidine-4-carboxylate C(C)(C)(C)OC(=O)NC1(CCN(CC1)C1=C2C(=NC=C1)N(C=C2C=2C=NC=NC2)COCC[Si](C)(C)C)C(=O)OC